9'-(1-phenyl-1H-benzo[d]imidazol-2-yl)-9'H-9,3':6',9''-tercarbazole C1(=CC=CC=C1)N1C(=NC2=C1C=CC=C2)N2C1=CC=C(C=C1C=1C=C(C=CC21)N2C1=CC=CC=C1C=1C=CC=CC21)N2C1=CC=CC=C1C=1C=CC=CC21